2,2'-bis(phenylthio)-1,1'-biphenyl C1(=CC=CC=C1)SC1=C(C=CC=C1)C1=C(C=CC=C1)SC1=CC=CC=C1